C([2H])([2H])([2H])N(CCC1=CNC=2C=CC=C(C12)O)C([2H])([2H])[2H] 3-(2-(bis(methyl-d3)amino)ethyl)-1H-indol-4-ol